2-ethylhexanoic acid-tertiary-butyl-peroxyester C(C)(C)(C)OOOC(C(CCCC)CC)=O